(2R)-2-amino-3-(carbamimidoylsulfan-yl)propanoic acid N[C@H](C(=O)O)CSC(N)=N